COC([C@@H]([C@@H](O)C1=C(C=CC=C1)C)O)=O (2R,3S)-methyl-3-(2-methylphenyl)-2,3-dihydroxypropionate